(R*)-(11H-benzo[2,3][1,4]dioxepino[6,5-c]pyridin-11-yl)methanamine C1=NC=CC2=C1[C@@H](OC1=C(O2)C=CC=C1)CN |o1:6|